bis[6-(2-norbornyl)-4-phenylpyrimidinyl]iridium (III) C12C(CC(CC1)C2)C2=CC(=NC(=N2)[Ir+]C2=NC(=CC(=N2)C2=CC=CC=C2)C2C1CCC(C2)C1)C1=CC=CC=C1